6-bromo-8-(4,4-difluoropiperidine-1-yl)-2-methylimidazo[1,2-a]pyrazine BrC=1N=C(C=2N(C1)C=C(N2)C)N2CCC(CC2)(F)F